FC1=C2CNC(NC2=CC=C1)=S 5-fluoro-3,4-dihydroquinazolin-2(1H)-thione